3-n-octyl-Citronellal CCC(CCCCC)C\C(\C)=C/CCC(C)CC=O